(1S,3R)-3-amino-N-(4-(7-fluoro-3-isopropyl-2-methyl-2H-indazol-5-yl)-5-methylpyridin-2-yl)cyclohexane-1-carboxamide N[C@H]1C[C@H](CCC1)C(=O)NC1=NC=C(C(=C1)C1=CC2=C(N(N=C2C(=C1)F)C)C(C)C)C